S-(7-((1H-indol-6-yl)amino)-7-oxoheptyl) 2-methylpropanethioate CC(C(SCCCCCCC(=O)NC1=CC=C2C=CNC2=C1)=O)C